C1=CC=CC2=NC(=C3C=CC=CC3=C12)CNC(C1=CC=CC=C1)=O N-(phenanthridin-6-ylmethyl)benzamide